1-(3-Furyl)-7-hydroxy-4,8-dimethyl-1,6-nonanedione O1C=C(C=C1)C(CCC(CC(C(C(C)C)O)=O)C)=O